C(C)N1CC2=CC(=C(C=C2CC1)OC)NC=1N=NC(=C(N1)NC1=C(C=CC=C1)C)C(=O)N ((2-ethyl-6-methoxy-1,2,3,4-tetrahydroisoquinolin-7-yl)amino)-5-(o-toluylamino)-1,2,4-triazine-6-carboxamide